CC1=C(C=CC=C1NC(C1=NC=C(C(=C1)C1CC1)CNCCO)=O)C1=C(C(=CC=C1)NC(C1=NC=C(C(=C1)C1CC1)CNCCO)=O)C N,N'-(2,2'-dimethyl-[1,1'-biphenyl]-3,3'-diyl)bis(4-cyclopropyl-5-(((2-hydroxyethyl)amino)methyl)picolinamide)